5,7-dichloro-3-(3-methoxyphenethyl)benzisothiazole-6-carboxylic acid ClC=1C(=C(C2=C(C(=NS2)CCC2=CC(=CC=C2)OC)C1)Cl)C(=O)O